FC=1C=C2C(=NC(=NC2=CC1F)NN)N(C)C1=CC(=CC=C1)F 6,7-difluoro-N-(3-fluorophenyl)-2-hydrazino-N-methylquinazolin-4-amine